methyl 5-[[2-[(2,4-dimethoxyphenyl)methylamino]-3-fluoropyridin-4-yl]methyl]-3,4-difluoro-2-(2-fluoro-4-iodoanilino)benzoate COC1=C(C=CC(=C1)OC)CNC1=NC=CC(=C1F)CC=1C(=C(C(=C(C(=O)OC)C1)NC1=C(C=C(C=C1)I)F)F)F